1-Androstenediol C[C@@]12[C@@H](O)CC[C@H]1[C@@H]1CCC3C[C@@H](O)C=C[C@]3(C)[C@H]1CC2